N-[1-[3-[[(3R)-2,6-dioxo-3-piperidyl]-methyl-amino]phenyl]-4-piperidyl]-N-methyl-carbamate O=C1NC(CC[C@H]1N(C=1C=C(C=CC1)N1CCC(CC1)N(C([O-])=O)C)C)=O